C(CCC)NC1=NC(NC=C1)=O butylcytosine